ClC1=C(C=CC=C1)[C@H]1[C@@](OC1)(C1=C(C=C(C=C1)F)F)CN1N=CN=C1SC#N |o1:7,8| 1-{[rel-(2R,3R)-3-(2-chlorophenyl)-2-(2,4-difluorophenyl)oxetan-2-yl]methyl}-1H-1,2,4-triazol-5-yl thiocyanate